4-(2-bromo-4-fluorophenyl)-N-(2-chloro-6-fluorophenyl)-2,5-dimethylpyrazole-3-amine BrC1=C(C=CC(=C1)F)C1=C(N(N=C1C)C)NC1=C(C=CC=C1F)Cl